FC(S(=O)(=O)OS(=O)(=O)C(F)(F)F)(F)F Trifluoromethanesulfonic acid anhydride